(3-((3-(difluoromethyl)-1-methyl-2-oxopyrrolidin-3-yl)ethynyl)phenyl)boronic acid FC(C1(C(N(CC1)C)=O)C#CC=1C=C(C=CC1)B(O)O)F